3-(4-fluoro-benzyl)-3H-imidazo[4,5-b]pyridin FC1=CC=C(CN2C=NC=3C2=NC=CC3)C=C1